4,6-dihydro-5H-pyrrolo[3,4-d]Thiazole-5-carboxylic acid tert-butyl ester C(C)(C)(C)OC(=O)N1CC=2N=CSC2C1